C(C)(C)(C)OC(=O)NCC=1C=C(C=CC1)N/C(/SCC=O)=N/C(OCC)=O (Z)-ethyl (((3-(((tert-butoxycarbonyl)amino)methyl)phenyl)amino)((2-oxoethyl)thio)methylene)carbamate